(2-(nitroxy) ethyl)-1,2-phenylene diacetate C(C)(=O)OC1=C(C(=CC=C1)CCO[N+](=O)[O-])OC(C)=O